benzyl N-[([1-[(quinolin-7-yl) carbamoyl]cyclobutyl]carbamoyl) methyl]carbamate N1=CC=CC2=CC=C(C=C12)NC(=O)C1(CCC1)NC(=O)CNC(OCC1=CC=CC=C1)=O